ClC=1C=C(OC2CCC(CC2)N2NC=CC=C2N2CCC(CC2)C=O)C=CC1C1=NOC=N1 N-((1r,4r)-4-(3-chloro-4-(1,2,4-oxadiazol-3-yl)phenoxy)cyclohexyl)-6-(4-formylpiperidin-1-yl)pyridazine